tert-butyl ((3R,4R)-4-hydroxytetrahydro-2H-pyran-3-yl)((2',3,6'-trifluoro-[1,1'-biphenyl]-4-yl)methyl)carbamate O[C@H]1[C@@H](COCC1)N(C(OC(C)(C)C)=O)CC1=C(C=C(C=C1)C1=C(C=CC=C1F)F)F